5-[(2-amino-3-fluoropyridin-4-yl)methyl]-N-cyclopropyl-3,4-difluoro-2-(2-fluoro-4-iodoanilino)benzamide NC1=NC=CC(=C1F)CC=1C(=C(C(=C(C(=O)NC2CC2)C1)NC1=C(C=C(C=C1)I)F)F)F